NCCNCCC[Si](OC)(OC)OC N-(beta-aminoethyl)gamma-aminopropyl-trimethoxysilane